ethyl 2-(2-chloro-4-phenoxyphenyl)-4-[(4-methoxyphenyl)methyl]-7-oxo-4,7-dihydro-2H-pyrazolo[4,3-b]pyridine-3-carboxylate ClC1=C(C=CC(=C1)OC1=CC=CC=C1)N1N=C2C(N(C=CC2=O)CC2=CC=C(C=C2)OC)=C1C(=O)OCC